2'-(hydroxymethyl)-7'-(6-isopropoxypyridin-3-yl)spiro[cyclopropane-1,5'-pyrrolo[2,3-d]pyrimidin]-6'(7'H)-one OCC=1N=CC2=C(N1)N(C(C21CC1)=O)C=1C=NC(=CC1)OC(C)C